4-chloro-N-(2,4,5-trifluoro-3-(quinoxaline-6-carbonyl)phenyl)-3-(trifluoromethyl)benzamide ClC1=C(C=C(C(=O)NC2=C(C(=C(C(=C2)F)F)C(=O)C=2C=C3N=CC=NC3=CC2)F)C=C1)C(F)(F)F